ClC=1C=CC2=C([C@@H](C[C@@H](O2)C(=O)NC23CC(C2)(C3)C3=NC(=NO3)COC3=CC(=C(C=C3)Cl)F)O)C1 (2R,4R)-6-chloro-N-(3-{3-[(4-chloro-3-fluorophenoxy)methyl]-1,2,4-oxadiazol-5-yl}bicyclo[1.1.1]pentan-1-yl)-4-hydroxy-3,4-dihydro-2H-1-benzopyran-2-carboxamide